C(C)(C)(CC)N(CCN(CCN(C)C(C)(C)CC)C)C N,N''-ditertpentyl-N,N',N''-trimethyl(diethylenetriamine)